FC=1C=C(C=NC1)C1=NC(=CC(=N1)N(C)C)NCCC1=CNC2=CC=CC=C12 2-(5-fluoro-3-pyridinyl)-N6-[2-(1H-indol-3-yl)ethyl]-N4,N4-dimethyl-pyrimidine-4,6-diamine